C(#N)C=1C=C2CCN(C2=CC1)C(=O)C1(CC1)SC1=NN=NN1C1=CC=C(C(=O)O)C=C1 4-(5-((1-(5-cyanoindoline-1-carbonyl)cyclopropyl)thio)-1H-tetrazol-1-yl)benzoic acid